BrC=1C(=C(COC2=C(C(=C(C=O)C=C2)C)Cl)C=CC1)C 4-((3-bromo-2-methylbenzyl)oxy)-3-chloro-2-methylbenzaldehyde